2-(3-ethylsulfonyl-5-trifluoromethylpyridin-2-yl)-3-(2,2,2-trifluoroethyl)-6-trifluoromethyl-3H-imidazo[4,5-b]pyridine C(C)S(=O)(=O)C=1C(=NC=C(C1)C(F)(F)F)C1=NC=2C(=NC=C(C2)C(F)(F)F)N1CC(F)(F)F